ClC1=CC=2C3=C(C=NC2C(=C1C1=C(C=CC=C1O)F)F)N=CN3C3CCN(CC3)C(=O)OC(C)(C)C tert-butyl 4-(8-chloro-6-fluoro-7-(2-fluoro-6-hydroxyphenyl)-1H-imidazo[4,5-c]quinolin-1-yl)piperidine-1-carboxylate